methyl 4-[1-[(4,4-difluorocyclohexyl)methyl]-6-(3,5-dimethylisoxazol-4-yl)pyrrolo[3,2-b]pyridin-3-yl]benzoate FC1(CCC(CC1)CN1C=C(C2=NC=C(C=C21)C=2C(=NOC2C)C)C2=CC=C(C(=O)OC)C=C2)F